p-(p-toluenesulfonamido)diphenylamine CC1=CC=C(C=C1)S(=O)(=O)NC2=CC=C(C=C2)NC3=CC=CC=C3